S(=O)(=O)(O)CCCOC(C)=O Sulfopropyl-acetate